Diethyl ((N-(trimethylsilyl)pyridine-2-sulfonimidoyl)methyl)phosphonate C[Si](N=S(=O)(C1=NC=CC=C1)CP(OCC)(OCC)=O)(C)C